C(CCCC)(=O)[O-].C(CCCC)(=O)[O-].C(CCCC)(=O)[O-].C(CCCC)(=O)[O-].C(CCCC)(=O)[O-].[Nb+5] niobium pentapentanoate